[K].FCC(C)O 3-fluoro-2-hydroxypropane potassium